O=C1N(CCOC1)CCN1C(SC2=C1C=C(C=C2)NC(=O)NC2=CC(=C(C=C2)Cl)Cl)N 1-{N-[2-(3-oxo-4-morpholinyl)ethyl]-2-aminobenzo[d]thiazol-5-yl}-3-(3,4-dichlorophenyl)urea